C(C1=CC=CC=C1)OCC(C)OCC1=CC=CC=C1 1,2-dibenzyloxypropane